((R)-2-hydroxy-2-((R)-1,2,3,4-tetrahydroisoquinolin-3-yl)ethyl)-4,4-dimethyl-6-(1,7-diazaspiro[3.5]nonane-7-carbonyl)-3,4-dihydroisoquinolin-1(2H)-one hydrochloride Cl.O[C@H](CN1C(C2=CC=C(C=C2C(C1)(C)C)C(=O)N1CCC2(CCN2)CC1)=O)[C@@H]1NCC2=CC=CC=C2C1